3-(2-(dimethylamino)ethyl)-1H-indol-4-yl 2-phenylacetate C1(=CC=CC=C1)CC(=O)OC1=C2C(=CNC2=CC=C1)CCN(C)C